(3-sulfonatobenzyl)aminium S(=O)(=O)([O-])C=1C=C(C[NH3+])C=CC1